NC1=C(C=C(C=C1F)C(=O)C1=CC=C2C(=CC=CN12)C1=C(C2=C(N(C(=N2)CO)C)C=C1C(F)(F)F)Cl)F (4-amino-3,5-difluorophenyl)(8-(4-chloro-2-(hydroxymethyl)-1-methyl-6-(trifluoromethyl)-1H-benzo[d]imidazol-5-yl)indolizin-3-yl)methanone